C(C)(C)(C)OC(=O)N[C@H]1CN(CC[C@@H]2N(C1=O)[C@@H](CC2)C(NCC2=CC=C(C=C2)F)=O)C(=O)OCC=C allyl (5S,8S,10aR)-5-((tert-butoxycarbonyl)amino)-8-((4-fluorobenzyl)carbamoyl)-6-oxooctahydropyrrolo[1,2-a][1,5]diazocine-3(4H)-carboxylate